CC1(OB(OC1(C)C)C=1C=C(C=CC1)C1=CC=NC=C1)C 4-(3-(4,4,5,5-Tetramethyl-1,3,2-dioxaborolan-2-yl)phenyl)pyridine